CCC(=CCCCC)B1OC(C)(C)C(C)(C)O1 Oct-3-ene-3-boronic acid pinacol ester